C(C1=CC=CC=C1)C=1N=C(C2=C(N1)CN(CC2)S(=O)(=O)C)C2=NN(C=C2)C 2-benzyl-4-(1-methyl-1H-pyrazol-3-yl)-7-(methylsulfonyl)-5,6,7,8-tetrahydropyrido[3,4-d]pyrimidine